FC(C=1N=CC(=NC1)C=O)(F)F 5-(trifluoro-methyl)pyrazine-2-carbaldehyde